(R)-2-amino-N-(1-(8-(dimethylphosphinoyl)-1-oxo-2-phenyl-1,2-dihydroisoquinolin-3-yl)ethyl)pyrazolo[1,5-a]pyrimidine-3-carboxamide NC1=NN2C(N=CC=C2)=C1C(=O)N[C@H](C)C=1N(C(C2=C(C=CC=C2C1)P(=O)(C)C)=O)C1=CC=CC=C1